C(C(C)(C)C)(=O)OC(C)CCCCCC sec-octyl pivalate